(3aR)-1-chlorotetrahydro-1H,3H-pyrrolo[1,2-c][1,3,2]oxazaphosphole ClP1OC[C@@H]2N1CCC2